NC1=CC=C(C=C1)C1=CC(=CC(=C1)C1=CC=C(C=C1)N)C1=CC=C(C=C1)N 1,3,5-Tris(4'-aminophenyl)benzene